OC[C@H]1C[C@H](CCC1)OC1=C(C(N(N=C1)CC1=CC=C(C=C1)OC)=O)C(F)(F)F 5-[(1S,3R)-3-(hydroxymethyl)cyclohexoxy]-2-[(4-methoxyphenyl)methyl]-4-(trifluoromethyl)pyridazin-3-one